OC=1C=C(C=CC1)C1=CC2=C(C=3NC(C(NC13)=O)=O)CCCC2 5-(3-hydroxyphenyl)-1,4,7,8,9,10-hexahydrobenzo[f]quinoxaline-2,3-dione